bisaminomethyltetrahydrofurane NCC1(OCCC1)CN